OCCN(C(OC(C)(C)C)=O)C 1,1-dimethylethyl (2-hydroxyethyl)methylcarbamate